N[C@@H]1C2=CC=CC=C2CC12CCN(CC2)C=2NC(C1=C(N2)NN=C1C1=CC(C2=CC=CC=C12)(F)F)=O (S)-6-(1-amino-1,3-dihydrospiro[indene-2,4'-piperidin]-1'-yl)-3-(1,1-difluoro-1H-inden-3-yl)-1,5-dihydro-4H-pyrazolo[3,4-d]pyrimidin-4-one